7-amino-8-bromo-3-(2,6-difluoro-3,5-dimethoxyphenyl)-1-methyl-3,4-dihydropyrido[4,3-d]pyrimidin-2(1H)-one NC1=C(C=2N(C(N(CC2C=N1)C1=C(C(=CC(=C1F)OC)OC)F)=O)C)Br